Cl.NC\C=C(\CN1N=NC2=C1C=CC=C2C=2C=CC(=C(C2)S(=O)(=O)NC(C)C)OC)/F (Z)-5-(1-(4-amino-2-fluorobut-2-en-1-yl)-1H-benzo[d][1,2,3]triazol-4-yl)-N-isopropyl-2-methoxybenzenesulfonamide Hydrochloride